(2S,5R,13aS)-N-(2,4-difluorobenzyl)-8-hydroxy-7,9-dioxo-2,3,4,5,7,9,13,13a-octahydro-2,5-methanopyrido[1',2':4,5]pyrazino[2,1-b][1,3]oxazepine-10-carboxamide FC1=C(CNC(=O)C=2C(C(=C3N(C[C@@H]4O[C@H]5CC[C@@H](N4C3=O)C5)C2)O)=O)C=CC(=C1)F